(2-fluorophenethyl)-6-hydroxy-2,3-dimethoxyphenanthrene-9-carboxamide FC1=C(CCC2=C(C(=CC=3C4=CC(=CC=C4C(=CC23)C(=O)N)O)OC)OC)C=CC=C1